ClC=1C=CC(=NC1)[C@H](COCC=C)N (1R)-1-(5-chloropyridin-2-yl)-2-(prop-2-en-1-yloxy)ethan-1-amine